C1N(CC12CCOCC2)CC2=C1C(=NC(=C2)C=2C=C3CN(C(C3=CC2)=O)C2C(NC(CC2)=O)=O)N(C=C1)C 3-(5-(4-((7-oxa-2-azaspiro[3.5]nonan-2-yl)methyl)-1-methyl-1H-pyrrolo[2,3-b]pyridin-6-yl)-1-oxoisoindolin-2-yl)piperidine-2,6-dione